COC(=O)C1=CC(NC(=C1)C1CC1)=O 6-cyclopropyl-2-oxo-1,2-dihydropyridine-4-carboxylic acid methyl ester